ClC1=C(C=C(C=C1)Cl)CCNC(CC1N(C(CC1)=O)CC1=C(C(=CC=C1)F)F)=O N-[2-(2,5-dichlorophenyl)ethyl]-2-[1-[(2,3-difluorophenyl)methyl]-5-oxopyrrolidin-2-yl]acetamide